4-bromo-2-((tert-butoxycarbonyl)amino)thiazole-5-carboxylic acid ethyl ester C(C)OC(=O)C1=C(N=C(S1)NC(=O)OC(C)(C)C)Br